C(C)OC=1C=CC(=NC1)C=1N(C(=NN1)C1CC(C1)NC(OC(C)(C)C)=O)C1=CC=CC=C1 tert-butyl ((1r,3r)-3-(5-(5-ethoxypyridin-2-yl)-4-phenyl-4H-1,2,4-triazol-3-yl)cyclobutyl)carbamate